N,N-dimethyl-2-[4-[(3S)-3-methyl-1,2,3,4-tetrahydropyridin-6-yl]phenyl]ethanamine CN(CCC1=CC=C(C=C1)C1=CC[C@@H](CN1)C)C